5-(4-(2,5-dichloropyrimidin-4-yl)-1H-pyrazol-1-yl)pyridin-2(1H)-one ClC1=NC=C(C(=N1)C=1C=NN(C1)C=1C=CC(NC1)=O)Cl